3-acetamido-5-[3-(2,2-difluoroethyl)phenyl]-N-[2-[2-[[2-[4-[2-fluoro-5-[(4-oxo-3H-phthalazin-1-yl)methyl]benzoyl]piperazin-1-yl]-2-oxo-ethyl]amino]ethoxy]ethyl]pyridine-2-carboxamide C(C)(=O)NC=1C(=NC=C(C1)C1=CC(=CC=C1)CC(F)F)C(=O)NCCOCCNCC(=O)N1CCN(CC1)C(C1=C(C=CC(=C1)CC1=NNC(C2=CC=CC=C12)=O)F)=O